CS(=O)(=O)N1CCC2=CC=C(C=C12)N1C=NC=2C1=NC(=CC2)C=2C=NC(=CC2)OCCCN2CCCCC2 3-(1-(methylsulfonyl)indolin-6-yl)-5-(6-(3-(piperidin-1-yl)propoxy)pyridin-3-yl)-3H-imidazo[4,5-b]pyridine